C(CCCCCCCCCCC)(=O)O.C(CCCCCCCCCCC)(=O)O.N1C(=O)NC(=O)C1 hydantoin dilaurate